NC1=NC(=NC=C1[C@H](C)N1N=CC(=C1)NC(=O)C1=NC(=CN=C1)C1=C(C(=CC=C1C(F)F)Cl)F)N1C([C@@H]2C[C@@H]2C1)=O N-(1-((S)-1-(4-amino-2-((1R,5S)-2-oxo-3-azabicyclo[3.1.0]hex-3-yl)pyrimidin-5-yl)ethyl)-1H-pyrazol-4-yl)-6-(3-chloro-6-(difluoromethyl)-2-fluorophenyl)pyrazine-2-carboxamide